OC1=C(C(=O)C2=CC=CC=C2)C=CC(=C1N)O 2,4-dihydroxy-3-aminobenzophenone